[O-]S(=O)(=O)C(F)(F)F.C(CCC)[N+]1=C(C=CC=C1)CCCC 1,2-dibutylpyridinium triflate